4-chloro-1-[6-(trifluoromethyl)-3-pyridyl]pyrazol-3-amine ClC=1C(=NN(C1)C=1C=NC(=CC1)C(F)(F)F)N